OC1=C(C=C(C=C1OC)C(CC)=O)OC (2R)-1-(4-hydroxy-3,5-dimethoxyphenyl)-propan-1-one